CC1=C(C=2N(C=C1C1=C(C3=NC(=CC=C3N1)C1CCC(CC1)[C@H]1S(CC13CNC3)(=O)=O)C(C)C)N=CN2)C (1r,4r)-(4-(2-(7,8-Dimethyl-[1,2,4]triazolo[1,5-a]pyridin-6-yl)-3-isopropyl-1H-pyrrolo[3,2-b]pyridin-5-yl)cyclohexyl)-2-thia-6-azaspiro[3.3]heptan-2,2-dioxid